2,3,4,5-tetrafluoro-N,N-dimethyl-6-(oxetan-3-ylmethoxy)benzenesulfonamide FC1=C(C(=C(C(=C1F)F)F)OCC1COC1)S(=O)(=O)N(C)C